C12CN(CC(CC1)N2)C=2C=C1CN3[C@@H](C1=CC2)CN(C[C@H]3C)C3=CC(N(C2=NC=CC=C32)C)=O 4-[(4R,10bS)-8-(3,8-diazabicyclo[3.2.1]octan-3-yl)-4-methyl-3,4,6,10b-tetrahydro-1H-pyrazino[2,1-a]isoindol-2-yl]-1-methyl-1,8-naphthyridin-2-one